N-((S)-(3-(azetidin-3-yl)-2-(((3R,5R)-2-oxo-5-(trifluoromethyl)piperidin-3-yl)methyl)imidazo[1,2-b][1,2,4]triazin-6-yl)(4,4-difluorocyclohexyl)methyl)-1-ethyl-1H-pyrazole-5-carboxamide N1CC(C1)C1=NC=2N(N=C1C[C@@H]1C(NC[C@@H](C1)C(F)(F)F)=O)C=C(N2)[C@@H](NC(=O)C2=CC=NN2CC)C2CCC(CC2)(F)F